N[C@@H](CC(=O)O)CC(C)C (R)-3-AMINO-5-METHYL-HEXANOIC ACID